4-methoxy-6-(1-(7-((2-methyl-1H-imidazol-1-yl)methyl)-1-oxo-5-(4,4,5,5-tetramethyl-1,3,2-dioxaborolan-2-yl)-3,4-dihydroisoquinolin-2(1H)-yl)ethyl)nicotinonitrile COC1=CC(=NC=C1C#N)C(C)N1C(C2=CC(=CC(=C2CC1)B1OC(C(O1)(C)C)(C)C)CN1C(=NC=C1)C)=O